3-(2',3'-dichloro-6-methoxy-[2,4'-bipyridin]-5-yl)propanal ClC1=NC=CC(=C1Cl)C1=NC(=C(C=C1)CCC=O)OC